N1(N=CN=C1)C1=CC=C(C=C1)[C@@H](C)N1C(C=2N([C@@H](C1)C(=O)NC)N=C1C2CN([C@@H](C1)C)C(C1=CC(=C(C=C1)Cl)Cl)=O)=O |o1:11| (3R,7S)-9-((R*)-1-(4-(1H-1,2,4-triazol-1-yl)phenyl)ethyl)-2-(3,4-dichlorobenzoyl)-N,3-dimethyl-10-oxo-1,2,3,4,7,8,9,10-octahydropyrido[4',3':3,4]pyrazolo[1,5-a]pyrazine-7-carboxamide